(-)-2-(Furan-2-yl)-7-phenyl-4,5,6,7-tetrahydropyrazolo[1,5-a]pyrimidine O1C(=CC=C1)C1=NN2C(NCCC2C2=CC=CC=C2)=C1